FC=1C=C(C=C(C1)F)[C@@H]1CCCC=2N1C(NN2)=O (S)-5-(3,5-difluorophenyl)-5,6,7,8-tetrahydro-[1,2,4]triazolo[4,3-a]pyridin-3(2H)-one